N-(cyclopropylmethyl)-N-methyl-1,3-thiazole-5-carboxamide C1(CC1)CN(C(=O)C1=CN=CS1)C